ClC1=CC=C(C=C1)C1=CC(=NC(=N1)C=1C(=NOC1C)C)C(=O)O 6-(4-chlorophenyl)-2-(3,5-dimethylisoxazole-4-yl)pyrimidine-4-carboxylic acid